NC1=C2C(=NC=N1)N(N=C2C(F)F)C(C)C=2C(=C(C(=C(C#N)C2)C)C2CN(C2)CC(F)(F)F)OC 5-{1-[4-amino-3-(difluoromethyl)-1H-pyrazolo[3,4-d]pyrimidin-1-yl]ethyl}-4-methoxy-2-methyl-3-[1-(2,2,2-trifluoroethyl)azetidin-3-yl]benzonitrile